ClC1=C(C=CC(=C1)OC)CC(C)=NS(=O)C(C)(C)C N-(1-(2-chloro-4-methoxyphenyl)propan-2-ylidene)-2-methylpropane-2-sulfinamide